FC1=CC=2C3=C(NC2C(=C1)OC)CCN(C3)C(=O)[C@H]3[C@@H](CCCC3)C(=O)NC3COCC3=O (1R,2R)-2-(8-fluoro-6-methoxy-2,3,4,5-tetrahydro-1H-pyrido[4,3-b]indole-2-carbonyl)-N-(S)-(4-oxotetrahydrofuran-3-yl)-cyclohexane-1-carboxamide